COC(C1=C(N=C(C(=C1)C(F)(F)F)C)N1CCC(CCC1)(F)F)=O 2-(4,4-difluoroazepan-1-yl)-6-methyl-5-(trifluoromethyl)nicotinic acid methyl ester